CON(C(=O)C=1C=NN2C1N=CC=C2)C N-methoxy-N-methyl-pyrazolo[1,5-a]Pyrimidine-3-carboxamide